ClC=1C(=C2C=NNC2=CC1)CC(=O)N1[C@H](C2=CC=CC(=C2CC1)[C@H](C(F)F)O)C 2-(5-chloro-1H-indazol-4-yl)-1-[(1S)-5-[(1R)-2,2-difluoro-1-hydroxy-ethyl]-1-methyl-3,4-dihydro-1H-isoquinolin-2-yl]Ethanone